2-Nonadecyl-4-octadecyloxypyridine C(CCCCCCCCCCCCCCCCCC)C1=NC=CC(=C1)OCCCCCCCCCCCCCCCCCC